O=C1NC(CCC1C1=C(C=C(C2=C1CCO2)N2CC(C2)OC(NC2=C(C=CC(=C2)Cl)F)=O)F)=O (5-chloro-2-fluorophenyl)carbamic acid 1-(4-(2,6-dioxopiperidin-3-yl)-5-fluoro-2,3-dihydrobenzofuran-7-yl)azetidine-3-yl ester